NC1=CC=C(C(C(F)(F)F)(C(F)(F)F)C2=CC=C(C=C2)C(C2=CC=C(C=C2)N)(C(F)(F)F)C(F)(F)F)C=C1 1,4-bis(4-amino-α,α-ditrifluoromethylbenzyl)benzene